ClC=1C=CC2=C(N=C(S2)C23CC(C2)(C3)NC(=O)C=3OC(=CC3)S(=O)(=N)C)C1 N-(3-(5-chlorobenzo[d]thiazol-2-yl)bicyclo[1.1.1]pentan-1-yl)-5-(S-methylsulfonimidoyl)furan-2-carboxamide